formaldehyde chromium [Cr].C=O